N-((6-((3R,5R)-3,5-dimethylpiperazin-1-yl)pyridin-2-yl)methyl)-5-(tetrahydro-2H-pyran-4-yl)-7H-pyrrolo[2,3-d]pyrimidin-4-amine C[C@@H]1CN(C[C@H](N1)C)C1=CC=CC(=N1)CNC=1C2=C(N=CN1)NC=C2C2CCOCC2